C(CCCCCCCCCCC)OC(C1=C(C=2C(=CC=C3C(=CC(OC23)=O)C)O1)C1=CC=CC=C1)C1=CC=CC=C1 8-((dodecyloxy)(phenyl)methyl)-4-methyl-9-phenyl-2H-furo[2,3-h]chromen-2-one